tert-butyl (3R,4R)-4-(((S)-1-(benzyloxy)-3-methyl-1-oxobutan-2-yl)(methyl)carbamoyl)-3-(hydroxymethyl)piperidine-1-carboxylate C(C1=CC=CC=C1)OC([C@H](C(C)C)N(C(=O)[C@H]1[C@H](CN(CC1)C(=O)OC(C)(C)C)CO)C)=O